OC[C@@H]1OCCN(C1)CC(=O)N(C1=CC2=C(NC(=N2)C2=NNC=3C[C@@]4([C@H](CC23)C4)C)C=C1C)C 2-((R)-2-(Hydroxymethyl)morpholino)-N-methyl-N-(6-methyl-2-((4aS,5aR)-5a-methyl-1,4,4a,5,5a,6-hexahydrocyclopropa[f]indazol-3-yl)-1H-benzo[d]imidazol-5-yl)acetamide